C[C@@H]1CN(CC[C@@H]1NC1=NC=C(C=C1)OC(F)(F)F)C(=O)OC(C)(C)C tert-Butyl (3R,4S)-3-methyl-4-[[5-(trifluoromethoxy)-2-pyridyl]amino]piperidine-1-carboxylate